1-methyl-4-[4-(trifluoromethyl)phenyl]-1H,4H-imidazo[4,5-b]indole-7-carbaldehyde CN1C=NC=2N(C=3C=CC(=CC3C21)C=O)C2=CC=C(C=C2)C(F)(F)F